N-(4-fluorophenyl)-4-hydroxyxylylenediamine FC1=CC=C(C=C1)NCC=1C(=CC(=CC1)O)CN